methyl-6'-(pyrimidin-2-yl)-3',4'-dihydro-1'H-spiro[pyrrolidine-3,2'-[1,8]naphthyridine]-1,1'-dicarboxylic acid di-tert-butyl ester C(C)(C)(C)OC(=O)N1CC2(N(C3=NC=C(C=C3CC2C)C2=NC=CC=N2)C(=O)OC(C)(C)C)CC1